FC(C=1C=NN(C1)C=C1CC2(CN(C2)C(=O)OC(C)(C)C)C1)(F)F tert-butyl 6-[[4-(trifluoromethyl) pyrazol-1-yl] methylene]-2-azaspiro[3.3]heptane-2-carboxylate